N-(2,2-dimethoxyethyl)-4-nitrobenzene-1-sulfonamide COC(CNS(=O)(=O)C1=CC=C(C=C1)[N+](=O)[O-])OC